2,4-dinitro-6-t-butylphenol [N+](=O)([O-])C1=C(C(=CC(=C1)[N+](=O)[O-])C(C)(C)C)O